16-(difluoromethyl)-21,23-difluoro-18,18-dioxo-8,11-dioxa-18λ6-thia-19-azatetracyclo[18.3.1.113,17.02,7]pentacosa-1(23),2(7),3,5,13(25),14,16,20(24),21-nonaen-12-one FC(C=1C=CC=2C(OCCOC=3C=CC=CC3C3=C(C=C(C(NS(C1C2)(=O)=O)=C3)F)F)=O)F